CC1=CC=CC=C1C=CC(=O)NC1=CC=C(C=C1)S(=O)(=O)N1CCCC1 3-(6-methylphenyl)-N-[4-(1-pyrrolidinylsulfonyl)phenyl]acryl-amide